2-((4-methoxy-2-methylphenyl)amino)-5-(trifluoromethyl)-benzoic acid COC1=CC(=C(C=C1)NC1=C(C(=O)O)C=C(C=C1)C(F)(F)F)C